CC=1N=C(C2=C(N1)OC=C2C(=O)N2CCC(CC2)C2=NC=CC=N2)NC2(CC2)C methyl-N-(1-methylcyclopropyl)-5-[4-(pyrimidin-2-yl)piperidine-1-carbonyl]furo[2,3-d]pyrimidin-4-amine